Glutaric acid C(CCCC(=O)O)(=O)O